C(#N)[C@H]1[C@@H](COCC1)NC1=NC(=NC=C1C)NC=1C=C(C(=C(C(=O)OC)C1)O)C1CC1 methyl 5-((4-(((trans)-4-cyanotetrahydro-2H-pyran-3-yl) amino)-5-methylpyrimidin-2-yl) amino)-3-cyclopropyl-2-hydroxybenzoate